2,4-dinitrophenoxy-1-(pyrrolidin-1-yl)diazacyclohexane-1-ium [N+](=O)([O-])C1=C(O[N+]2(NCCCC2)N2CCCC2)C=CC(=C1)[N+](=O)[O-]